S1C=CC2=C1C=CC=C2C2=C(C=C1C(=C(C(=NC1=C2)OC[C@H]2N(CCC2)C)CC#N)N2C[C@@H](N(CC2)C(C(=C)F)=O)CC#N)Cl 7-(benzothien-4-yl)-6-chloro-4-((S)-3-(cyanomethyl)-4-(2-fluoroacryloyl)piperazin-1-yl)-2-(((S)-1-methylpyrrolidin-2-yl)methoxy)quinoline-3-acetonitrile